2,3,4,5-tetramethyl-6H-cyclopenta[b]thiophene CC1=C(C2=C(S1)CC(=C2C)C)C